BrC1=CC=C(C=C1)C(C)(C)C=1N=C(SC1)NC(=O)NCCS(=O)(=O)C 1-(4-(2-(4-bromophenyl)-propan-2-yl)thiazol-2-yl)-3-(2-(methylsulfonyl)-ethyl)urea